2-(3-chloro-2-pyridinyl)-5-trifluoromethylpyrazole-3-carboxamide ClC=1C(=NC=CC1)N1N=C(C=C1C(=O)N)C(F)(F)F